(R)-4-Hydroxy-4-(6-(3-methylmorpholinyl)-1-(1-((2-(trimethylsilyl)ethoxy)methyl)-1H-Pyrazol-5-yl)-1H-pyrazolo[3,4-b]pyridin-4-yl)cyclohexanecarbaldehyde OC1(CCC(CC1)C=O)C1=C2C(=NC(=C1)N1[C@@H](COCC1)C)N(N=C2)C2=CC=NN2COCC[Si](C)(C)C